(S)-alpha-ethyl-oxo-1-pyrrolidineacetic acid C(C)[C@@H](C(=O)O)N1C(CCC1)=O